monoammonium pyrophosphate [O-]P(O)(=O)OP(=O)(O)O.[NH4+]